C(C)C(CSSCC(CCCC)CC)CCCC di(2-ethylhexyl) disulfide